NC=1C(NC2=C(C=CC=C2C1)Cl)=O 3-amino-8-chloroquinolin-2(1H)-one